6-bromo-4-cyano-4-methyl-3,4-dihydroquinoline-1(2H)-carboxylic acid tert-butyl ester C(C)(C)(C)OC(=O)N1CCC(C2=CC(=CC=C12)Br)(C)C#N